(5-(4-fluoro-6-((3R,4S)-3-hydroxy-4-methoxypyrrolidin-1-yl)-1H-benzo[d]imidazol-2-yl)-1H-pyrrol-3-yl)(2-(trifluoromethyl)phenyl)methanone FC1=CC(=CC=2NC(=NC21)C2=CC(=CN2)C(=O)C2=C(C=CC=C2)C(F)(F)F)N2C[C@H]([C@H](C2)OC)O